(4-(4-amino-7-isopropyl-7H-pyrrolo[2,3-d]pyrimidin-5-yl)phenyl)-2-oxo-1-phenyl-2,4,5,6-tetrahydro-1H-pyrrolo[1,2-b]pyrazole-3-carboxamide NC=1C2=C(N=CN1)N(C=C2C2=CC=C(C=C2)C2CCN1N(C(C(=C12)C(=O)N)=O)C1=CC=CC=C1)C(C)C